2-Cyano(3,5-dimethoxyphenyl)-3-(3-(5-methyl-1H-imidazol-1-yl)propyl)guanidin C(#N)N=C(NC1=CC(=CC(=C1)OC)OC)NCCCN1C=NC=C1C